C(C)(C)N(C(=O)Cl)C isopropyl-(methyl)carbamoyl chloride